(R)-N-(1-(6-Amino-5-fluoropyrimidin-4-yl)piperidin-3-yl)-6-morpholinopyrimidin-4-amine NC1=C(C(=NC=N1)N1C[C@@H](CCC1)NC1=NC=NC(=C1)N1CCOCC1)F